OC(CN(CC(CCCCCC(=O)OC(CCCCCCCC)CCCCCCCC)O)CCO[Si](C)(C)C(C)(C)C)CCCCCC\C=C/CCCCCCCC 1-octylnonyl 8-{[(Z)-2-hydroxy-9-octadecenyl]{2-[(tert-butyl)bis(methyl)siloxy] ethyl}amino}-7-hydroxyoctanoate